ClC=1C(=C(C=CC1)NN1C(=CC=2C(NCCC21)=O)C2=C(C=NC=C2)OC[C@H]2N(CCC2)C(C=C)=O)C [(3-chloro-2-methylphenyl)amino]-2-(3-{[(2S)-1-(prop-2-enoyl)pyrrolidin-2-yl]methoxy}pyridin-4-yl)-1H,5H,6H,7H-pyrrolo[3,2-c]pyridin-4-one